ClC=1C=C2C(=CNC2=CC1)NC1=NC2=C(N1N(C(OC(C)(C)C)=O)CC)C=CC(=C2)C(F)(F)F tert-butyl {2-[(5-chloro-1H-indol-3-yl)amino]-5-(trifluoromethyl)-1H-benzo[d]imidazol-1-yl}(ethyl)carbamate